decylphenoxycyclopentaphosphazene C(CCCCCCCCC)P1N(P=NPNPNPN1)OC1=CC=CC=C1